diethylene glycol di-ethyl ether C(C)OCCOCCOCC